benzyl 3-(3-(2-fluoro-4-(hydrazinecarbonyl)benzyl)-2-oxo-2,3-dihydro-1H-benzo[d]imidazole-1-yl)pyrrolidine-1-carboxylate FC1=C(CN2C(N(C3=C2C=CC=C3)C3CN(CC3)C(=O)OCC3=CC=CC=C3)=O)C=CC(=C1)C(=O)NN